(4-fluoro-2,6-dimethylphenyl)(3-(4-((1-(3-fluoropropyl-1,1-d2)azetidin-3-yl)oxy)phenoxy)-6-hydroxybenzo[b]thiophen-2-yl)methanone FC1=CC(=C(C(=C1)C)C(=O)C1=C(C2=C(S1)C=C(C=C2)O)OC2=CC=C(C=C2)OC2CN(C2)C(CCF)([2H])[2H])C